NC1=NC(=C(C(=C1C#N)CC)C#N)N1CCN(CCC1)C 2-amino-4-ethyl-6-(4-methyl-1,4-diazepan-1-yl)pyridine-3,5-dicarbonitrile